B(OC1=C(C(=C(C(=C1F)F)F)F)F)[O-] (pentafluorophenyl) boronAt